8-(4-((2-(2,6-dioxopiperidin-3-yl)-1,3-dioxoisoindolin-4-yl)oxy)butanamido)octanoic acid O=C1NC(CCC1N1C(C2=CC=CC(=C2C1=O)OCCCC(=O)NCCCCCCCC(=O)O)=O)=O